2,6-bis(4'-diethylaminobenzal)-4-methylcyclohexanone C(C)N(C1=CC=C(C=C2C(C(CC(C2)C)=CC2=CC=C(C=C2)N(CC)CC)=O)C=C1)CC